NC1=NNC(=C1)[C@H]1[C@@H](CCCC1)NC(OCC1=CC=CC=C1)=O Benzyl (1R,2R)-2-(3-amino-1H-pyrazol-5-yl)cyclohexylcarbamate